(3ar,5r,6as)-4-{[2-((2S)-2-hydroxypropionyl)-hexahydrocyclopenta[c]pyrrol-5-yl]-methyl-amino}-1H-pyrrolo[2,3-b]pyridine-5-carbonitrile O[C@H](C(=O)N1C[C@@H]2[C@H](C1)CC(C2)N(C2=C1C(=NC=C2C#N)NC=C1)C)C